N(=[N+]=[N-])CCOC(=O)C(CCC[C@H](N)C(=O)O)N 6-[(2-Azidoethoxy)carbonyl]-L-lysine